2,6-dimethoxy-N-(4-methoxy-6-((5-propioloyl-5,6-dihydropyrrolo[3,4-c]pyrazol-1(4H)-yl)methyl)benzo[d]isoxazol-3-yl)benzenesulfonamide COC1=C(C(=CC=C1)OC)S(=O)(=O)NC1=NOC2=C1C(=CC(=C2)CN2N=CC1=C2CN(C1)C(C#C)=O)OC